ClC=1C=C(C=CC1)[C@@H]1[C@H](C1)S(=O)(=O)N |r| (1SR,2RS)-2-(3-chlorophenyl)cyclopropane-1-sulfonamide